ClC1=CC=C(C=C1)N1C(=C(C=C1C)C(=O)C=1C=CC(=C(C1)C(C(=O)N)=C)N1CCCC1)C (5-(1-(4-chlorophenyl)-2,5-dimethyl-1H-pyrrole-3-carbonyl)-2-(pyrrolidin-1-yl)phenyl)acrylamide